(R)-2-(5-((3-(cyclopropylmethyl)-2,4,5-trioxoimidazolidin-1-yl)methyl)-1,2,4-oxadiazol-3-yl)-N-(2-methoxyphenyl)-N-(morpholin-3-ylmethyl)acetamide C1(CC1)CN1C(N(C(C1=O)=O)CC1=NC(=NO1)CC(=O)N(C[C@H]1NCCOC1)C1=C(C=CC=C1)OC)=O